2'H,3H-spiro[imidazo[1,2-a]pyridine-2,1'-naphthalen]-4'-ol C12(CC=C(C3=CC=CC=C13)O)N=C1N(C=CC=C1)C2